2-(4-(4-chloronaphthalen-1-yl)phenyl)benzo[d]oxazole ClC1=CC=C(C2=CC=CC=C12)C1=CC=C(C=C1)C=1OC2=C(N1)C=CC=C2